ClC1=CC=C(C=C1)S(=O)CC(=O)C1=CC=C(C=C1)C1=NOC(=N1)C(F)(F)F ((4-chlorophenyl)sulfinyl)-1-(4-(5-(trifluoromethyl)-1,2,4-oxadiazol-3-yl)phenyl)ethan-1-one